CSC1=CC=C(C=C1)N1C2=CC=CC=C2C=2C=CC=CC12 9-(4-methylthiophenyl)carbazole